4-[[3-(2,3-difluoro-4-methoxyphenyl)imidazo[1,2-a]pyrazin-8-yl]amino]-N-[4-[[1-(dimethylamino)-2-methylprop-1-enyl]amino]cyclohexyl]-2-methylbenzamide FC1=C(C=CC(=C1F)OC)C1=CN=C2N1C=CN=C2NC2=CC(=C(C(=O)NC1CCC(CC1)NC(=C(C)C)N(C)C)C=C2)C